rel-(R)-3-[4-(Ethylsulfonimidoyl)-3,5-dimethyl-anilino]-5-methyl-6-(1-methylbenzimidazol-4-yl)pyrazine-2-carboxamide C(C)[S@](=O)(=N)C1=C(C=C(NC=2C(=NC(=C(N2)C)C2=CC=CC=3N(C=NC32)C)C(=O)N)C=C1C)C |o1:2|